3-(2-(1,3-dioxoisoindolin-2-yl)acetamido)isonicotinamide O=C1N(C(C2=CC=CC=C12)=O)CC(=O)NC1=C(C(=O)N)C=CN=C1